C(=O)C1=CC=C(CN2CN(C=C2)C2(CC(=CC(=C2)N2CN(C=C2)CC2=CC=C(C=C2)C=O)N2CN(C=C2)CC2=CC=C(C=C2)C=O)Br)C=C1 1,3,5-tris[3-(4-formylbenzyl)-1H-imidazole-1-yl]phenylbromide